tert-Butyl 3-(2-acetamidoethyl)-5-butyl-1H-indole-1-carboxylate C(C)(=O)NCCC1=CN(C2=CC=C(C=C12)CCCC)C(=O)OC(C)(C)C